FC(N1N=CC=C1)F 1-(Difluoromethyl)-1h-pyrazole